tert-Butyl 4-[4-[3-cyano-5-[(1R)-1-(5-fluoro-2-pyridyl)ethoxy]imidazo[1,2-a]pyridin-7-yl]-5-methyl-pyrazol-1-yl]piperidine-1-carboxylate C(#N)C1=CN=C2N1C(=CC(=C2)C=2C=NN(C2C)C2CCN(CC2)C(=O)OC(C)(C)C)O[C@H](C)C2=NC=C(C=C2)F